C(#N)C(C)(C)C1=NN=C(O1)C1=CC2=C(C(CC(C(N2CC2=CC=C(C=C2)N2N=CC(=C2)C(F)(F)F)=O)NC(OC(C)(C)C)=O)(F)F)C=C1F tert-butyl N-[8-[5-(1-cyano-1-methyl-ethyl)-1,3,4-oxadiazol-2-yl]-5,5,7-trifluoro-2-oxo-1-[[4-[4-(trifluoromethyl)pyrazol-1-yl]phenyl]methyl]-3,4-dihydro-1-benzazepin-3-yl]carbamate